8-chloro-1-[(4-methoxyphenyl)methyl]-4-oxo-1,7-naphthyridine-3-carboxylic acid ethyl ester C(C)OC(=O)C1=CN(C2=C(N=CC=C2C1=O)Cl)CC1=CC=C(C=C1)OC